3-methoxy-4-(1H-1,2,3-triazol-1-yl)benzonitrile COC=1C=C(C#N)C=CC1N1N=NC=C1